2,7-di-n-butoxynaphthyltetrahydrothiophenium tetrakis(pentafluorophenyl)borate FC1=C(C(=C(C(=C1[B-](C1=C(C(=C(C(=C1F)F)F)F)F)(C1=C(C(=C(C(=C1F)F)F)F)F)C1=C(C(=C(C(=C1F)F)F)F)F)F)F)F)F.C(CCC)OC1=C(C2=CC(=CC=C2C=C1)OCCCC)[S+]1CCCC1